2,6-dichloro-4-methylnicotinonitrile ClC1=C(C#N)C(=CC(=N1)Cl)C